FC(C(O)C=1C(=NC(=CC1)N1C=NC2=C1C=C(C=C2)NC=2N=NC(=CC2)C)N2N=C(C=C2C)C#N)F 1-[3-(2,2-difluoro-1-hydroxy-ethyl)-6-[6-[(6-methylpyridazin-3-yl)amino]benzimidazol-1-yl]-2-pyridinyl]-5-methyl-pyrazole-3-carbonitrile